(S)-4-(2-((tert-butoxycarbonyl)amino)-3-methylbutylamino)butanoic acid C(C)(C)(C)OC(=O)N[C@H](CNCCCC(=O)O)C(C)C